ClC1=C(C=C2C=3CCC/C(/C3NC2=C1)=N\CCC1=CC2=CC=CC=C2C=C1)F (E)-7-chloro-6-fluoro-N-(2-(naphthalen-2-yl)ethyl)-2,3,4,9-tetrahydro-1H-carbazole-1-imine